7-trifluoromethoxy-3-((3-isopropoxy-3-oxopropyl)amino)benzo[e][1,2,4]triazine-1,4-dioxide FC(OC1=CC2=C([N+](=C(N=[N+]2[O-])NCCC(=O)OC(C)C)[O-])C=C1)(F)F